N-(4-(2-(1-(3-chlorophenyl)ethoxy)propan-2-yl)thiazol-2-yl)-1-(pyridin-4-ylmethyl)-1H-pyrrole-2-carboxamide ClC=1C=C(C=CC1)C(C)OC(C)(C)C=1N=C(SC1)NC(=O)C=1N(C=CC1)CC1=CC=NC=C1